N-(2-(4-((tert-butyldimethylsilyl)oxy)piperidin-1-yl)-5-cyanophenyl)-1-methyl-2-oxo-1,2-dihydropyridine-3-carboxamide [Si](C)(C)(C(C)(C)C)OC1CCN(CC1)C1=C(C=C(C=C1)C#N)NC(=O)C=1C(N(C=CC1)C)=O